tert-butyl 2-(hydroxymethyl)-4,4-dimethyl-piperidine-1-carboxylate OCC1N(CCC(C1)(C)C)C(=O)OC(C)(C)C